C1(=CC=CC=C1)C1NCC1 2-phenylazetidine